FC1=C(C(=CC=C1C1=CC(=NC=C1)OC)O)N1CC(NS1(=O)=O)=O 5-(2-fluoro-6-hydroxy-3-(2-methoxypyridin-4-yl)phenyl)-1,2,5-thiadiazolidin-3-one 1,1-dioxide